FC1=C(OCCOCCN2CCN(CC2)C(COC2=CC=C(C=C2)C2C(NC(CC2)=O)=O)=O)C(=CC=C1F)C=1N=C(SC1)N1CCOCC1 3-(4-(2-(4-(2-(2-(2,3-difluoro-6-(2-morpholinothiazol-4-yl)phenoxy)-ethoxy)ethyl)piperazin-1-yl)-2-oxoethoxy)phenyl)piperidine-2,6-dione